S(=O)(=O)([O-])[O-].[Na+].CCCCC.[Na+] pentan sodium sulfate